2-(6-(1H-imidazol-1-yl)pyridazin-3-ylamino)-5-fluoro-4-methoxybenzoic acid methyl ester COC(C1=C(C=C(C(=C1)F)OC)NC=1N=NC(=CC1)N1C=NC=C1)=O